4-((1-ethyl-1H-pyrazol-4-yl)oxy)benzonitrile C(C)N1N=CC(=C1)OC1=CC=C(C#N)C=C1